8-bromo-3-formyl-indolizine-2-carboxylic acid ethyl ester C(C)OC(=O)C=1C=C2C(=CC=CN2C1C=O)Br